P(=O)(OCCCCBr)(OCCC(CCC)CCC)O 4-bromobutyl (3-propylhexyl) hydrogen phosphate